FC=1C=CC(=C(C1)[C@@H](NC(=O)C=1C=C(C=CC1)C1=CC=C(C=C1)N1CCNCC1)C=1NC2=CC=CC=C2C1)O (R)-N-((5-fluoro-2-hydroxyphenyl)(1H-indol-2-yl)methyl)-4'-(piperazin-1-yl)-[1,1'-biphenyl]-3-carboxamide